N1(C=NC=C1)CC1=CC=C(COC2=C3CN(C(C3=CC=C2)=O)C2C(NC(CC2)=O)=O)C=C1 3-(4-((4-((1H-imidazol-1-yl)methyl)benzyl)oxy)-1-oxoisoindolin-2-yl)piperidine-2,6-dione